C1(=CC=CC=C1)P(OP([O-])(C1=CC=CC=C1)(C1=CC=CC=C1)C1=CC=CC=C1)([O-])(C1=CC=CC=C1)C1=CC=CC=C1 hexaphenyldiphosphonite